NC=1C=C(C=NC1)C(F)(F)F 5-amino-3-trifluoromethylpyridine